CN(CCC1=CNC2=CC=CC(=C12)OCOC(CCCCC(=O)O)=O)C.OC=1C=C2C=CC=C(C2=CC1)C1(C2=CC=CC=C2C=2C=CC=CC12)C1=CC=CC2=CC(=CC=C12)O 9,9-bis(6-hydroxynaphthyl)fluorene {3-[2-(dimethylamino)ethyl]-4-indolyloxy}methyl-adipate